methyl 3-((2-amino-4-(3-cyano-4-fluorophenyl)pyridin-3-yl)ethynyl)benzoate NC1=NC=CC(=C1C#CC=1C=C(C(=O)OC)C=CC1)C1=CC(=C(C=C1)F)C#N